C=NN Formaldehyde hydrazone